C1(=CC=CC=C1)CC(=O)OCC Benzeneacetic acid, ethyl ester